[As]([O-])([O-])[O-] arsenite